2-(4-chloro-1-methyl-1H-pyrazol-5-yl)acetonitrile ClC=1C=NN(C1CC#N)C